C(#N)C=1C=C(OCC2CN(CC(C2C2=CC=C(C=C2)OC)C)C(=O)[O-])C=CC1 trans-3-[(3-Cyanophenoxy)methyl]-4-(4-methoxyphenyl)-5-methylpiperidine-1-carboxylate